N(=[N+]=[N-])CC(=O)N[C@@H]1C(OC(CN2CCCC2)=O)O[C@@H]([C@H]([C@@H]1OC(C)=O)OC(C)=O)COP(=O)(OC1=CC=CC=C1)N[C@@H](C)C(=O)OC(C)C pyrrolidin-1-ylacetyl 2-(2-azidoacetylamino)-2-deoxy-3,4-di-O-acetyl-6-O-(((S)-1-isopropoxy-carbonylethylamino) (phenoxy) phosphoryl)-D-mannopyranoside